COC(=O)C1NC(C(C1C1=CC=CC=C1)(C#N)C#N)C1=CC=C(C=C1)Cl 4,4-dicyano-3-phenyl-5-(4-chlorophenyl)-pyrrolidine-2-carboxylic acid methyl ester